CC(CO)(CC1=CC(=CC=C1)C)C 2,2-dimethyl-3-(3-methylphenyl)-1-propanol